trans-7-chloro-1-tetrahydropyranyloxy-6-heptene Cl/C=C/CCCCCOC1OCCCC1